NCC=1C=C(C=CC1)NC(=O)C1C(=NN(C1=O)C1=CC=CC=C1)C N-(3-(aminomethyl)phenyl)-3-methyl-5-oxo-1-phenyl-4,5-dihydro-1H-pyrazole-4-carboxamide